N(=C=O)C1=CC=C(C(=O)OCC)C=C1 ethyl 4-isocyanatobenzoate